C1(=CC=CC=C1)N(C1=NC(=NC(=N1)NC1=CC(=CC=C1)N)NC1=CC(=CC=C1)N)C1=CC=CC=C1 2-(diphenylamino)-4,6-bis[(3-aminophenyl)amino]-1,3,5-triazine